sodium (1,4-methano-3-oxo-1,5-dihydro-[1,3]diazepino[5,6-b][1,7]naphthyridin-2-yl) sulfate S(=O)(=O)(ON1C(N2CC3=NC=4C=NC=CC4C=C3C1C2)=O)[O-].[Na+]